(1s,2r,5r)-2-(4-(6-chloro-4-oxo-3,4-dihydro-7H-pyrrolo[2,3-d]pyrimidin-7-yl)phenyl)-8-oxa-3-azabicyclo[3.2.1]octane-3-carboxylic acid tert-butyl ester C(C)(C)(C)OC(=O)N1[C@@H]([C@@H]2CC[C@H](C1)O2)C2=CC=C(C=C2)N2C(=CC1=C2N=CNC1=O)Cl